C1(CCCCC1)[C@@H]1N(CCC1)C=1C(=NC=CN1)C(=O)N[C@H](C)\C=C\S(=O)(=O)C ((R)-2-Cyclohexylpyrrolidin-1-yl)-N-((R,E)-4-(methylsulfonyl)but-3-en-2-yl)pyrazine-2-carboxamide